7-[4-[(5-Cyclopentyl-1H-pyrazol-3-yl)amino]pyrimidin-2-yl]-2,7-diazaspiro[3.4]octane-2-carboxylic acid tert-butyl ester C(C)(C)(C)OC(=O)N1CC2(C1)CCN(C2)C2=NC=CC(=N2)NC2=NNC(=C2)C2CCCC2